BrC=1C=C2C=CC(=CC2=CC1)N(C(C1=CC=CC=C1)=O)O N-(6-bromonaphthalen-2-yl)-N-hydroxybenzamide